(2S,4R)-4-hydroxy-N-[(1S)-1-[4-(4-methyl-1,3-thiazol-5-yl)phenyl]ethyl]-1-[(2R)-3-methyl-2-[5-(piperidin-4-yl)-1,2-oxazol-3-yl]butanoyl]pyrrolidine-2-carboxamide O[C@@H]1C[C@H](N(C1)C([C@H](C(C)C)C1=NOC(=C1)C1CCNCC1)=O)C(=O)N[C@@H](C)C1=CC=C(C=C1)C1=C(N=CS1)C